N-(benzenesulfonyl)-6-(3-hydroxypyrazol-1-yl)-2-[(4S)-2,2,4-trimethylpyrrolidin-1-yl]pyridine-3-carboxamide C1(=CC=CC=C1)S(=O)(=O)NC(=O)C=1C(=NC(=CC1)N1N=C(C=C1)O)N1C(C[C@@H](C1)C)(C)C